5,6-dihydropyrido[2,3-b]pyrazine-7-carboxamide N1=C2C(=NC=C1)NCC(=C2)C(=O)N